FC1=CC=C(C=C1)C1CCC(CC1)OC[C@H]1[C@H](CCC2=CC=C(C(N12)=O)C)NS(N(C)C)(=O)=O |r| rac-N'-[(3S,4R)-4-({[(1s,4S)-4-(4-fluorophenyl)cyclohexyl]oxy}methyl)-7-methyl-6-oxo-1,3,4,6-tetrahydro-2H-quinolizin-3-yl]-N,N-dimethylsulfuric diamide